CC1=C(C(=CC=C1)C)C1=CC(OC2=CC(=CC=C12)OCC#N)=O 2-((4-(2,6-dimethylphenyl)-2-oxo-2H-chromen-7-yl)oxy)acetonitrile